4,4'-(1-methyl-4-methylheptylidene)bisphenol CC(CCC(CCC)C)(C1=CC=C(C=C1)O)C1=CC=C(C=C1)O